CNC(COCC(=O)NCCCCCCCNC(OCC1=CC=CC=C1)=O)=O Benzyl (7-(2-(2-(methylamino)-2-oxoethoxy)acetamido)heptyl)carbamate